OC(COC1=C(O)C=CC(=C1)C(C)(C)C1=CC=C(C=C1)O)O dihydroxyethoxybisphenol A